C(#N)C=1C=C(C=NC1)C(C(=O)N)=C 2-(5-cyanopyridin-3-yl)acrylamide